CN1N=C(C2=C1CCN(CC2)C(=O)OC(C)(C)C)[Si](C)(C)C Tert-Butyl 1-methyl-3-(trimethylsilyl)-4,5,7,8-tetrahydropyrazolo[3,4-d]azepine-6(1H)-carboxylate